CN1N=NC(=C1C(=O)O)C1=NC(=C(C=C1)S(=O)(=O)C)C 1-methyl-4-(6-methyl-5-(methylsulfonyl)pyridin-2-yl)-1H-1,2,3-triazole-5-carboxylic acid